(S)-tert-butyl(1-(5,6-dimethyl-6H-pyrido[4,3-b]carbazole-9-carboxamido)propan-2-yl)carbamate C(C)(C)(C)OC(N[C@H](CNC(=O)C1=CC=2C=3C=C4C(=C(C3N(C2C=C1)C)C)C=CN=C4)C)=O